phenethyl-ammonium acetate C(C)(=O)[O-].C(CC1=CC=CC=C1)[NH3+]